(R)-N-[(5S)-1'-[7-(2,3-difluorophenyl)-6-methyl-pyrazolo[1,5-a]pyrazin-4-yl]-2-methoxy-spiro[5,7-dihydro-cyclopenta[b]pyridin-6,4'-piperidin]-5-yl]-2-methyl-propane-2-sulfinamide FC1=C(C=CC=C1F)C1=C(N=C(C=2N1N=CC2)N2CCC1(CC2)[C@@H](C=2C(=NC(=CC2)OC)C1)N[S@](=O)C(C)(C)C)C